1,4-dibromo-2,3-bis(bromomethyl)butan-2-ene BrCC(=C(CBr)CBr)CBr